C(C)(C)[Si](N1C=CC2=CC=CC=C12)(C(C)C)C(C)C 1-(triisopropylsilyl)-1H-indole